ClC1=CC(=C(C(=O)NC=2C(=NC(=CC2)OC)C)C=C1C#N)NC1=C(C=C(C=C1)F)C 4-chloro-5-cyano-2-((4-fluoro-2-methylphenyl)amino)-N-(6-methoxy-2-methylpyridin-3-yl)benzamide